FC(CN1C(=NC2=C1C=C(C=C2)[C@@H]2[C@H](C2)C=2C=1N(N=C(C2)C=2C(NC(NC2)=O)=O)C=CN1)C(F)(F)F)(F)F 5-(8-((1S,2S)-2-(1-(2,2,2-trifluoroethyl)-2-(trifluoromethyl)-1H-benzo[d]imidazol-6-yl)cyclopropyl)imidazo[1,2-b]pyridazin-6-yl)pyrimidine-2,4(1H,3H)-dione